CALCIUM D-PANTOTHENATE C(CCNC([C@@H](O)C(C)(C)CO)=O)(=O)[O-].[Ca+2].C(CCNC([C@@H](O)C(C)(C)CO)=O)(=O)[O-]